CN(C(CCCCCCCCC)CCCC\C=C/C)C (15Z)-N,N-dimethylheptadec-15-en-10-amine